3-(4-aminophenyl-ethyl)-2-(2-(3,5-difluorophenyl)-4-(4-fluorophenyl)oxazol-5-yl)oxazolidin-4-one NC1=CC=C(C=C1)CCN1C(OCC1=O)C1=C(N=C(O1)C1=CC(=CC(=C1)F)F)C1=CC=C(C=C1)F